n-Decyl-Trichlorosilane C(CCCCCCCCC)[Si](Cl)(Cl)Cl